(((tert-butyldiphenylsilyl)oxy)methyl)-2-(2-hydroxyprop-2-yl)piperidine-1-Carboxylic acid tert-butyl ester C(C)(C)(C)OC(=O)N1C(CCCC1)(C(C)(C)O)CO[Si](C1=CC=CC=C1)(C1=CC=CC=C1)C(C)(C)C